SCCCCSCC(CSCCCCS)SCCCCS 1,2,3-tris-(4'-mercaptobutylthio)propane